C12(CCC(CC1)C2)C(C(=O)O)=C norbornyl-acrylic acid